1-(2-methylsulfonylaminoethyl)-3-(2-thienyl)-1,2-dihydro-quinoxaline CS(=O)(=O)NCCN1CC(=NC2=CC=CC=C12)C=1SC=CC1